1-(4-hydroxypiperidine-1-carbonyl)-3-methyl-1H-imidazol-3-ium iodide [I-].OC1CCN(CC1)C(=O)N1C=[N+](C=C1)C